3-(3-pyridyl)propionic acid N1=CC(=CC=C1)CCC(=O)O